COCCOCOC1=C(C=C(C=C1)N1C(C2=CC=C(C=C2CC1)C1=CC(=CC(=C1)C(F)(F)F)B1OC(C(O1)(C)C)(C)C)=O)NS(=O)(=O)C N-(2-((2-methoxyethoxy)methoxy)-5-(1-oxo-6-(3-(4,4,5,5-tetramethyl-1,3,2-dioxaborolan-2-yl)-5-(trifluoromethyl)phenyl)-3,4-dihydroisoquinolin-2(1H)-yl)phenyl)methanesulfonamide